3-(2-aminoethylamino)-propyltrimethoxysilane NCCNCCC[Si](OC)(OC)OC